tert-Butyl 4-(2-chloro-4-(1-methyl-5-(1-(pyridin-3-ylmethyl)-3-(trifluoromethyl)-1H-pyrazol-4-yl)-1H-imidazole-2-carboxamido)benzoyl)piperazine-1-carboxylate ClC1=C(C(=O)N2CCN(CC2)C(=O)OC(C)(C)C)C=CC(=C1)NC(=O)C=1N(C(=CN1)C=1C(=NN(C1)CC=1C=NC=CC1)C(F)(F)F)C